(R)-2-(6-(1'-(2-azaspiro[3.3]heptan-6-yl)-[1,4'-bipiperidin]-4-yl)-5-methyl-6,7,8,9-tetrahydro-5H-pyrido[3',4':4,5]pyrrolo[2,3-c]pyridazin-3-yl)phenol C1NCC12CC(C2)N2CCC(CC2)N2CCC(CC2)N2[C@@H](C1=C(NC=3N=NC(=CC31)C3=C(C=CC=C3)O)CC2)C